Methyl-3-{2-chloro-4-fluoro-5-[3-methyl-2,6-dioxo-4-(trifluoromethyl)-3,6-dihydropyrimidin-1(2H)-yl]phenyl}-6-methyl-3a,4,5,6-tetrahydro-6aH-cyclopenta[d][1,2]oxazol-6a-carboxylat COC(=O)C12C(C(=NO1)C1=C(C=C(C(=C1)N1C(N(C(=CC1=O)C(F)(F)F)C)=O)F)Cl)CCC2C